(2r,4s)-1-acetyl-4-((2-ethoxypyridin-4-yl)amino)pyrrolidine-2-carboxylic acid C(C)(=O)N1[C@H](C[C@@H](C1)NC1=CC(=NC=C1)OCC)C(=O)O